C[C@@]12CCC[C@@]([C@H]1CC[C@]34C2=CC[C@H](C3)C(=C)C4)(C)C(=O)O The molecule is a tetracyclic diterpenoid with formula C20H28O2 which exhibits anti-inflammatory, antibacterial, antileishmanial and wound-healing properties. It has a role as an anti-inflammatory agent, an antibacterial agent, an antileishmanial agent, a plant metabolite and a vulnerary. It is a monocarboxylic acid, a tetracyclic diterpenoid and an ent-kaurane diterpenoid.